methyl-(2,2,2-trifluoroethyl)cyanamide CN(C#N)CC(F)(F)F